C(C)(C)(C)OC(CCCNC1=C2CN(C(C2=CC=C1)=O)C1C(N(C(CC1)=O)C(=O)OC(C)(C)C)=O)=O tert-butyl 3-(4-((4-(tert-butoxy)-4-oxobutyl)amino)-1-oxoisoindolin-2-yl)-2,6-dioxopiperidine-1-carboxylate